FC=1C=C(C=C(C1OCC(CO)(C)C)F)C=1C(CCNN1)C 6-[3,5-difluoro-4-(3-hydroxy-2,2-dimethylpropoxy)phenyl]-5-methyl-4,5-dihydro-2H-pyridazine